BrC=1C(=C(C=CC1)NC(=O)C=1C=C2CCN(CC2=CN1)CC12CCC(CC1)(C2)C(=O)O)Cl 4-((6-((3-bromo-2-chlorophenyl)carbamoyl)-3,4-dihydro-2,7-naphthyridin-2(1H)-yl)methyl)bicyclo[2.2.1]heptane-1-carboxylic acid